C(C)OC[C@@H](CO)NC(OC(C)(C)C)=O (R)-tert-Butyl 1-ethoxy-3-hydroxypropan-2-ylcarbamate